C[C@H]1CN(C[C@H](N1)C)C1=CC=C(C(=O)N)C=C1 4-[(3S,5R)-3,5-dimethylpiperazin-1-yl]benzamide